3-bromo-6,7-dihydro-4H-pyrazolo[5,1-C][1,4]oxazine BrC=1C=NN2C1COCC2